25,27-dihydroxycholesterol OC(C)(CO)CCC[C@@H](C)[C@H]1CC[C@H]2[C@@H]3CC=C4C[C@@H](O)CC[C@]4(C)[C@H]3CC[C@]12C